7-(5-chloro-2-methoxyphenyl)cinnoline ClC=1C=CC(=C(C1)C1=CC=C2C=CN=NC2=C1)OC